octahydro-1H-isoindole-1-carboxamide C1(NCC2CCCCC12)C(=O)N